FC(COC=1C=C(C=CC1)B1OC(C(O1)(C)C)(C)C)(C)F 2-(3-(2,2-Difluoropropoxy)phenyl)-4,4,5,5-tetramethyl-1,3,2-dioxaborolane